C1(CC1)C1=NC2=C(C=C(C=C2C(N1C)=O)C)\C(\C)=N/[S@](=O)C(C)(C)C (R,Z)-N-(1-(2-cyclopropyl-3,6-dimethyl-4-oxo-3,4-dihydroquinazolin-8-yl)ethylidene)-2-methylpropane-2-sulfinamide